N-(4-{[4-(dimethylamino)piperidin-1-yl]methyl}phenyl)benzamide CN(C1CCN(CC1)CC1=CC=C(C=C1)NC(C1=CC=CC=C1)=O)C